trans-3-(benzyloxy)-N-{2-fluoro-3-[6-oxo-4-(trifluoromethyl)-1,6-dihydropyrimidin-2-yl]-4-(trifluoromethyl)benzyl}cyclobutane-1-carboxamide C(C1=CC=CC=C1)O[C@@H]1C[C@H](C1)C(=O)NCC1=C(C(=C(C=C1)C(F)(F)F)C=1NC(C=C(N1)C(F)(F)F)=O)F